3-(2-Chloropyrimidin-4-yl)-1-methyl-1H-indole ClC1=NC=CC(=N1)C1=CN(C2=CC=CC=C12)C